C1(=CC=CC=C1)C1=CC2=C(C3=CC=CC=C3C(=C2C=C1)C1=CC2=CC=CC=C2C=C1)C1=CC2=CC=CC=C2C=C1 2-phenyl-9,10-bis(2-naphthyl)-anthracene